(S)-5-Bromo-N-(1-hydroxypropan-2-yl)pyridineamide BrC=1C=CC(=NC1)C(=O)N[C@H](CO)C